tert-butyl (2S,4R)-4-((7-chloro-8-fluoro-2-(((2R,7aS)-2-fluorotetrahydro-1H-pyrrolizin-7a(5H)-yl)methoxy)pyrido[4,3-d]pyrimidin-4-yl)(methyl)amino)-2-methylpyrrolidine-1-carboxylate ClC1=C(C=2N=C(N=C(C2C=N1)N([C@@H]1C[C@@H](N(C1)C(=O)OC(C)(C)C)C)C)OC[C@]12CCCN2C[C@@H](C1)F)F